CNCCCCCCCC\C=C\CCCCCCCC (E)-N-methyl-octadeca-9-en-1-amine